(1-phenylpropyl)malononitrile C1(=CC=CC=C1)C(CC)C(C#N)C#N